ClCC1=NC=CC=C1C#N (chloromethyl)-3-cyanopyridine